BrC1=C(C(=C2C(=NC(=NC2=C1F)OC[C@]12CCCN2C[C@@H](C1)F)O)OC[C@H](\C=C\C)NCC(F)F)Cl 7-bromo-6-chloro-5-(((S,E)-2-((2,2-difluoroethyl)amino)pent-3-en-1-yl)oxy)-8-fluoro-2-(((2R,7aS)-2-fluorotetrahydro-1H-pyrrolizin-7a(5H)-yl)methoxy)quinazolin-4-ol